N-[(E)-2-[[2-(4,4-dimethyl-2-oxo-imidazolidin-1-yl)pyrimidin-5-yl]oxymethyl]-3-fluoro-allyl]carbamic acid tert-butyl ester C(C)(C)(C)OC(NC/C(=C\F)/COC=1C=NC(=NC1)N1C(NC(C1)(C)C)=O)=O